OC(C(=O)C1=CC=C(C=C1)CC1=CC=C(C=C1)C(C(C)(C)O)=O)(C)C 2-hydroxy-1-(4-(4-(2-Hydroxy-2-methylpropionyl)benzyl)phenyl)-2-methylpropan-1-one